CC1N(C1)C(CC(=O)[O-])(N1C(C1)C)N1C(C1)C tris[2-methyl-(1-aziridinyl)]propionate